COCC1(CC2=CC=CC=C2CC1)COC 2,2-bis(methoxymethyl)-1,2,3,4-tetrahydronaphthalene